ClC=1C=C(C=CC1Cl)NC(=O)N1[C@@H]2CC[C@H]1CC=1N=C(N=CC12)C(F)(F)F (5R,8S)-N-(3,4-dichlorophenyl)-2-(trifluoromethyl)-6,7,8,9-tetrahydro-5H-5,8-epimino-cyclohepta[d]pyrimidine-10-carboxamide